N,N'-di(4-Isopropylbenzyl)-1,2-ethanediamine C(C)(C)C1=CC=C(CNCCNCC2=CC=C(C=C2)C(C)C)C=C1